(4-amino-2-morpholin-4-ylphenyl)-(1,1-dioxo-1,4-thiazinan-4-yl)methanone Methyl-6-[3-[1-(2-acetamidoethyl)triazol-4-yl]phenoxy]pyridine-3-carboxylate COC(=O)C=1C=NC(=CC1)OC1=CC(=CC=C1)C=1N=NN(C1)CCNC(C)=O.NC1=CC(=C(C=C1)C(=O)N1CCS(CC1)(=O)=O)N1CCOCC1